tert-Butyl 7-[[6-(trifluoromethyl)-3-pyridyl]methylene]-2-azaspiro[3.5]nonane-2-carboxylate FC(C1=CC=C(C=N1)C=C1CCC2(CN(C2)C(=O)OC(C)(C)C)CC1)(F)F